tris(2-ethylhexyl)-4,4',4''-(1,3,5-triazine-2,4,6-triyltriimino)tribenzoate C(C)C(COC(C1=CC=C(C=C1)NC1=NC(=NC(=N1)NC1=CC=C(C(=O)OCC(CCCC)CC)C=C1)NC1=CC=C(C(=O)OCC(CCCC)CC)C=C1)=O)CCCC